(4-(difluoromethyl)-2-(2-hydroxypropan-2-yl)oxazol-5-yl)methanone FC(C=1N=C(OC1C=O)C(C)(C)O)F